2-(3,4-dichlorophenyl)-5-amino-4-hydroxy-3(2H)-furanone ClC=1C=C(C=CC1Cl)C1OC(=C(C1=O)O)N